C1=CC=CC=2C3=CC=CC=C3C(C12)COC(=O)N[C@@H](CCCNC(NS(=O)(=O)C1=C(C(=C2C(CC(O2)(C)C)C1C)C)C)=N)C(=O)O Nα-[(9H-Fluoren-9-ylmethoxy)carbonyl]-Nω-(2,2,4,6,7-pentamethyldihydrobenzofuran-5-sulfonyl)-L-arginine